SC(C(C=O)C)CC 3-mercapto-2-methylvaleraldehyde